carboxymethyl-octadecyl-methyldiallyl-ammonium chloride [Cl-].C(=O)(O)CC=CC[N+](CC=C)(C)CCCCCCCCCCCCCCCCCC